FC1=CC(=CC2=C1N(C=N2)C)OC2=C(C=C(C(=C2)F)[N+](=O)[O-])C 7-fluoro-5-(5-fluoro-2-methyl-4-nitrophenoxy)-1-methyl-1H-benzo[d]imidazole